4,4-difluoro-4-phenylbutyl acetate C(C)(=O)OCCCC(C1=CC=CC=C1)(F)F